tetrabutylammonium dihydrofluoride F.F.C(CCC)[N+](CCCC)(CCCC)CCCC